3,3-dicyclohexylpropionic acid C1(CCCCC1)C(CC(=O)O)C1CCCCC1